FC=1C=CC=C2C(C(NC12)=O)(C1=CC2=C(OCO2)C=C1OC[C@@H](CC(=C)C)O)C1=CC2=C(OCO2)C=C1OC[C@@H](CC(=C)C)O 7-fluoro-3,3-bis(6-(((R)-2-hydroxy-4-methylpent-4-en-1-yl)oxy)benzo[d][1,3]dioxol-5-yl)indolin-2-one